CC1(C2CC(C(C1)C2)[Si](OC)(OC)OC)C(=O)O[Si](C)(C)C(C)(C)C 2-methyl-2-tert-butyldimethylsiloxycarbonyl-5-trimethoxysilylnorbornane